S(=O)(=O)(O)O.CC1N(C=CN1C)C methyl-1,3-dimethylimidazole sulfate salt